N-[2-[(4,4-difluorocyclohexyl)amino]-1-(5-fluoro-3-pyridyl)-2-oxo-ethyl]-2-oxo-N-[4-(pentafluoro-λ6-sulfanyl)phenyl]cyclobutanecarboxamide FC1(CCC(CC1)NC(C(C=1C=NC=C(C1)F)N(C(=O)C1C(CC1)=O)C1=CC=C(C=C1)S(F)(F)(F)(F)F)=O)F